(E)-4-(((4-((2-(aminomethyl)-3-fluoroallyl)oxy)phenyl)sulfonyl)methyl)-N-cyclopropylbicyclo[2.2.2]octane-1-carboxamide NC/C(/COC1=CC=C(C=C1)S(=O)(=O)CC12CCC(CC1)(CC2)C(=O)NC2CC2)=C\F